BrC=1C=NN(C1)C1=C(C=C(C=C1C(F)(F)F)C(C(F)(F)F)(C(F)(F)F)F)C 4-Bromo-1-[4-(1,1,1,2,3,3,3-heptafluoropropan-2-yl)-2-methyl-6-(trifluoromethyl)phenyl]-1H-pyrazole